CC1=C(C=2N(C=C1C1=C(C=3N=C(SC3N1)C1CCN(CC1)CC1(COC1)C)C(C)C)N=CN2)C 5-(7,8-dimethyl-[1,2,4]triazolo[1,5-a]pyridin-6-yl)-6-isopropyl-2-(1-((3-methyloxetan-3-yl)methyl)piperidin-4-yl)-4H-pyrrolo[3,2-d]thiazole